C1(CC1)C(=O)N1CCN(CC1)C(CCN(C(OC(C)(C)C)=O)C)=O tert-butyl N-[3-[4-cyclopropaneformylpiperazin-1-yl]-3-oxopropyl]-N-methylcarbamate